1-(1-(2-((tert-butyldimethylsilyl)oxy)ethoxy)cyclopropyl)-N-methyl-methylamine [Si](C)(C)(C(C)(C)C)OCCOC1(CC1)CNC